C(C)OC(C(C(C)=O)C(C)=O)=O Diacetylacetic acid ethyl ester